CCCCCCCCCCCCCCCCOC[C@H](COP(=O)([O-])OCC[N+](C)(C)C)OC(=O)CCCCCCC/C=C\C/C=C\C/C=C\CC 1-hexadecyl-2-(9Z,12Z,15Z-octadecatrienoyl)-sn-glycero-3-phosphocholine